COC1=CC(=C(C=C1)C1=NN2C(=NC=3C=CC=CC3C2=N1)N[C@@H]1C(NCCCC1)=O)C(F)(F)F (3S)-3-({2-[4-methoxy-2-(trifluoromethyl)phenyl][1,2,4]triazolo[1,5-c]quinazolin-5-yl}amino)azepan-2-one